4-cyclopropyl-3-(3-methoxyphenyl)-N-(2-(trifluoromethyl)pyridin-4-yl)isothiazole-5-carboxamide C1(CC1)C=1C(=NSC1C(=O)NC1=CC(=NC=C1)C(F)(F)F)C1=CC(=CC=C1)OC